1-(3-chloro-5'-fluoro-2'-hydroxy-3'-(6-(piperidin-4-yloxy)pyridin-3-yl)-[1,1'-biphenyl]-4-yl)-3-methylimidazolidin-2-one ClC=1C=C(C=CC1N1C(N(CC1)C)=O)C1=C(C(=CC(=C1)F)C=1C=NC(=CC1)OC1CCNCC1)O